ClC1=NC=C(C(=C1)C1=C(C=NC(=C1)C)C(=O)NC=1SC2=C(N1)CN(C2)C(=O)C2=NC=C(N=C2OC)OC)OC 2'-Chloro-N-(5-(3,5-dimethoxy-pyrazine-2-carbonyl)-5,6-dihydro-4H-pyrrolo[3,4-d]thiazol-2-yl)-5'-methoxy-6-methyl-[4,4'-bipyridine]-3-carboxamide